ClC1=C(C=CC=C1)C1CC2(C1)NC(N(C2=O)C2=CN=CC1=CC=C(C=C21)C(=O)NCCCCCCCCOC2=C1C(N(C(C1=CC=C2)=O)C2C(NC(CC2)=O)=O)=O)=O 4-(2-(2-chlorophenyl)-6,8-dioxo-5,7-diazaspiro[3.4]octan-7-yl)-N-(8-((2-(2,6-dioxopiperidin-3-yl)-1,3-dioxoisoindolin-4-yl)oxy)octyl)isoquinoline-6-carboxamide